(perfluoropropane-2-yl)-2-(trifluoromethyl)aniline FC(C(C(F)(F)F)(F)NC1=C(C=CC=C1)C(F)(F)F)(F)F